2-cyano-3-(piperidin-3-yloxy)pyridine C(#N)C1=NC=CC=C1OC1CNCCC1